CC=1C=CC=NC1N1CC=2C=C(C=NC2CC1)C(F)(F)F 5-methyl-6-[3-(trifluoromethyl)-7,8-dihydro-5H-1,6-naphthyridin-6-yl]pyridine